C1(CC(C(CC1)C(C)C)N(C(C1=CC=CC=C1)=O)C1CC(CCC1C(C)C)C)C N,N-dimenthyl-benzamide